bis(trifluoroethyl) sulfone FC(CS(=O)(=O)CC(F)(F)F)(F)F